ClC1=C(C=CC=C1)N1C(C=C(C2=CC=C(N=C12)C(F)(F)F)NC1CC1)=O (2-chlorophenyl)-4-(cyclopropylamino)-7-(trifluoromethyl)-1,8-naphthyridin-2(1H)-one